CC1=CC=C(C=C1)C=1C=NC=C2C=CC(=NC12)C(=O)N(CCC)CCC 8-(4-methylphenyl)-N,N-dipropyl-1,6-naphthyridine-2-carboxamide